6-bromo-N'-(4-(tert-butyl(dimethyl)silyl)oxy-2-ethyl-phenyl)-4-((5-hydroxy-2-adamantyl)amino)pyrrolo[1,2-b]pyridazine-3-carboxamidine BrC=1C=C2N(N=CC(=C2NC2C3CC4CC(CC2C4)(C3)O)C(=NC3=C(C=C(C=C3)O[Si](C)(C)C(C)(C)C)CC)N)C1